C(C=C)OCC(COCCCCCCCCC=C)O 1-allyloxy-3-dec-9-enoxy-propan-2-ol